(2-Acetamido-5-(prop-1-en-2-yl)pyridin-4-yl)carbamic acid tert-butyl ester C(C)(C)(C)OC(NC1=CC(=NC=C1C(=C)C)NC(C)=O)=O